CC1=C(C(NC=2CCCCC12)=O)CNC(C1=CN=C(C=C1)C(F)(F)F)=O N-((4-methyl-2-oxo-1,2,5,6,7,8-hexahydroquinolin-3-yl)methyl)-6-(trifluoromethyl)nicotinamide